1-(2-fluoro-[1,1'-biphenyl]-4-yl)ethan-1-one FC1=C(C=CC(=C1)C(C)=O)C1=CC=CC=C1